1,3,5-tris(3-hydroxyphenyl)-benzene OC=1C=C(C=CC1)C1=CC(=CC(=C1)C1=CC(=CC=C1)O)C1=CC(=CC=C1)O